FCC1=NOC=C1C(=O)N 3-(fluoromethyl)isoxazole-4-carboxamide